2-(4-fluorophenyl)propan-2-amine-hydrochloride salt Cl.FC1=CC=C(C=C1)C(C)(C)N